N-[4-(methanesulfonylmethoxy)phenyl]-5H,6H,7H,8H-pyrido[3,4-d]pyrimidin-2-amine CS(=O)(=O)COC1=CC=C(C=C1)NC=1N=CC2=C(N1)CNCC2